C(C)(=O)OC#CCC butynyl acetate